4-((4-(1-(Tert-butyl)-1H-pyrazol-4-yl)pyridin-2-yl)((4-(4-methoxy-3-methylphenyl)bicyclo[2.2.2]oct-1-yl)methyl)carbamoyl)cyclohexyl-3-hydroxyazetidin C(C)(C)(C)N1N=CC(=C1)C1=CC(=NC=C1)N(C(=O)C1CCC(CC1)N1CC(C1)O)CC12CCC(CC1)(CC2)C2=CC(=C(C=C2)OC)C